N[C@@H](C)C(=O)OC(CCCCCCC\C=C/CCCCCCCC)=O.[Na] sodium oleoyl alaninate